NC1=C(C=2C(=NC=C(C2S1)F)C=1C2=C(C=3C=NC(=NC3C1F)N1CC3(CCCN3)CC1)COC2)C#N 2-Amino-7-fluoro-4-(5-fluoro-3-(1,7-diazaspiro[4.4]nonan-7-yl)-7,9-dihydrofuro[3,4-f]quinazolin-6-yl)thieno[3,2-c]pyridine-3-carbonitrile